methyl 2-((2,4-dibromo-5-methoxyphenyl)sulfonamido)hexanoate BrC1=C(C=C(C(=C1)Br)OC)S(=O)(=O)NC(C(=O)OC)CCCC